behenyl pentacosanoate C(CCCCCCCCCCCCCCCCCCCCCCCC)(=O)OCCCCCCCCCCCCCCCCCCCCCC